mono-phosphate hydrate O.P(=O)(O)(O)O